sodium sulfo-2,5-hexanediol S(=O)(=O)(O)CC(CCC(C)O)O.[Na]